C(C=C)(=O)NC(C(C)C)S(=O)(=O)O acrylamido-2-methylpropanesulphonic acid